N[C@@H](CC[Te]C)C(=O)O telluro-methionine